4-amino-N'-(1-fluorocyclopropane-1-carbonyl)-N',1-dimethyl-N-((5-(trifluoromethyl)pyridin-2-yl)methyl)-1H-pyrazolo[4,3-c]quinoline-8-carbohydrazide NC1=NC=2C=CC(=CC2C2=C1C=NN2C)C(=O)N(N(C)C(=O)C2(CC2)F)CC2=NC=C(C=C2)C(F)(F)F